methyl 2-chloro-3-((3-((2-ethylpentyl)oxy)-3-oxopropyl)thio)benzoate ClC1=C(C(=O)OC)C=CC=C1SCCC(=O)OCC(CCC)CC